2-(morpholin-4-yl)-8-(1H-pyrazol-5-yl)-4-[3-(1H-pyrazol-1-yl)phenyl]-1,7-naphthyridine N1(CCOCC1)C1=NC2=C(N=CC=C2C(=C1)C1=CC(=CC=C1)N1N=CC=C1)C1=CC=NN1